BrC1=CC2=C(NC(=N2)C(O)C2=CC=CC=C2)C=C1 (5-bromo-1H-benzo[d]imidazol-2-yl)(phenyl)methanol